C1(CCCC1)NC=1SC(=C(N1)C)C1=NC(=NC=C1)NC1=NC=C(C=C1)N1CCN(CC1)CC N-cyclopentyl-5-(2-((5-(4-ethylpiperazin-1-yl)pyridin-2-yl)amino)pyrimidin-4-yl)-4-methylthiazol-2-amine